ClC=1C=C(CC2=NC=CC(=C2)N2N=C(C=3CNCCC32)C)C=C(C1)F 1-(2-(3-chloro-5-fluorobenzyl)pyridin-4-yl)-3-methyl-1,5,6,7-tetrahydro-4H-pyrazolo[4,3-c]pyridin